FC1=CCC2(CNC2)CC1 7-fluoro-2-azaspiro[3.5]non-6-ene